6-(cyclopropyldifluoromethyl)-N-methylpyridazin-3-amine C1(CC1)C(C1=CC=C(N=N1)NC)(F)F